1-(4-(Trans-2-phenylcyclopropane-1-carbonyl)piperazin-1-yl)-2-(phenylthio)ethan-1-one C1(=CC=CC=C1)[C@H]1[C@@H](C1)C(=O)N1CCN(CC1)C(CSC1=CC=CC=C1)=O